[C@H]12CN(C[C@H](CC1)N2)C2=NC(=NC1=C(C(=C(C=C21)Cl)C2=CC=CC1=CC=CC=C21)F)OCCCCCN(C)C 4-((S or R)-4-((1R,5S)-3,8-diazabicyclo[3.2.1]octan-3-yl)-6-chloro-2-((5-(dimethyl-amino)pentyl)oxy)-8-fluoro-quinazolin-7-yl)naphthalen